FC=1C=C(C=C(C1F)F)C12C(C=CC=3C[C@@H]4[C@@H]5C=C[C@@H]([C@@]([C@@]5(C13)CCN4C)(O2)C2=NC4=C(N2C2(CCC(CC2)[2H])OC)C=CC(=C4)C=4C(=NOC4C)C)O)O 4-(3,4,5-trifluorophenyl)-5-(5-(3,5-dimethylisoxazol-4-yl)-1-((trans)-4-deutero-methoxycyclohexyl)-1H-benzo[d]imidazol-2-yl)morphine